2,5-dimethoxy-1,4-phenylenediamine COC1=C(C=C(C(=C1)N)OC)N